[6-(3-cyclopropyl-1H-1,2,4-triazol-5-yl)-2-azaspiro[3.3]heptan-2-yl]-[6-[(4-triflylpyrazol-1-yl)methyl]-2-azaspiro[3.3]heptan-2-yl]methanone C1(CC1)C1=NNC(=N1)C1CC2(CN(C2)C(=O)N2CC3(C2)CC(C3)CN3N=CC(=C3)S(=O)(=O)C(F)(F)F)C1